(S)-3-(4-(4-(1-((R)-4-methylpentan-2-yl)-1H-pyrazol-4-yl)pyrazolo[1,5-a]pyrazin-6-yl)-1H-pyrazol-1-yl)propane-1,2-diol CC(C[C@@H](C)N1N=CC(=C1)C=1C=2N(C=C(N1)C=1C=NN(C1)C[C@@H](CO)O)N=CC2)C